FC(C1=NC(=NO1)C=1C=C2CC[C@H](C2=CC1)NC(C1=C(C(=CC=C1)CO)F)=O)F (R)-N-(5-(5-(difluoromethyl)-1,2,4-oxadiazol-3-yl)-2,3-dihydro-1H-inden-1-yl)-2-fluoro-3-(hydroxymethyl)benzamide